(3R)-3-{[2-(1-ethyl-1H-pyrazol-4-yl)[1,2,4]triazolo[1,5-c]quinazolin-5-yl]amino}azepan-2-one C(C)N1N=CC(=C1)C1=NN2C(=NC=3C=CC=CC3C2=N1)N[C@H]1C(NCCCC1)=O